O1CCNCC2=C1C=CC=N2 tetrahydropyrido[2,3-f][1,4]oxazepine